C(C)(C)[C@@H]1CCC=2N1N=C(N2)C(=O)N[C@H]2COC1=C(NC2=O)C(=CC(=C1)C)F (5S)-5-isopropyl-N-[(3S)-6-fluoro-8-methyl-4-oxo-3,5-dihydro-2H-1,5-benzoxazepin-3-yl]-6,7-dihydro-5H-pyrrolo[1,2-b][1,2,4]triazole-2-carboxamide